FC=1C=C(C=C(C1)F)NC1=NC2=CC=CC=C2C(N1)=O 2-((3,5-difluorophenyl)amino)quinazoline-4(3H)-One